(E)-7,11-dimethyldodec-6,10-dien-3-one C\C(=C/CCC(CC)=O)\CCC=C(C)C